2-[6-[4-(1-tert-Butoxycarbonyl-4-piperidinyl)-2-methyl-phenyl]-4-fluoro-1-oxo-isoindolin-2-yl]-2-(6,7-dihydro-5H-pyrrolo[1,2-c]imidazol-1-yl)acetic acid C(C)(C)(C)OC(=O)N1CCC(CC1)C1=CC(=C(C=C1)C1=CC(=C2CN(C(C2=C1)=O)C(C(=O)O)C1=C2N(C=N1)CCC2)F)C